(3S,7aR,9R,11aR)-3-isopropyl-9-[2-[4-(trifluoromethyl)phenyl]allylamino]-3,6,7,7a,8,9,10,11-octahydro-2H-oxazolo[2,3-j]quinolin-5-one C(C)(C)[C@H]1CO[C@@]23CC[C@H](C[C@H]3CCC(N21)=O)NCC(=C)C2=CC=C(C=C2)C(F)(F)F